N-(4-cyanobenzyl)-1-methyl-2-oxo-8-((1-(N-(pyridin-2-yl)sulfamoyl)cyclopropyl)methoxy)-1,2-dihydro-1,7-naphthyridine-3-carboxamide C(#N)C1=CC=C(CNC(=O)C=2C(N(C3=C(N=CC=C3C2)OCC2(CC2)S(NC2=NC=CC=C2)(=O)=O)C)=O)C=C1